[Cl-].[Cl-].CC1=C(C(=C(C1(C)[Zr+2]C1(C(=C(C(=C1C)C)C)C)C)C)C)C bis(pentamethylcyclopentadienyl)zirconium (IV) dichloride